{2-fluoro-3-[5-(tetrahydro-pyran-4-yl)-[1,2,4]oxadiazol-3-yl]-phenyl}-(4-isopropyl-phenyl)-methanol FC1=C(C=CC=C1C1=NOC(=N1)C1CCOCC1)C(O)C1=CC=C(C=C1)C(C)C